C(C)(C)(C)C1N(CCCC1C=1SC2=C(N1)C=CC(=C2)C(N[C@H]2CCOC1=CC=CC=C21)=O)C(=O)[O-].NC2=CC=C(C=C2)C2=C1C=CC(C(=C3C=CC(=C(C=4C=CC(=C(C5=CC=C2N5)C5=CC=C(C=C5)N)N4)C4=CC=C(C=C4)N)N3)C3=CC=C(C=C3)N)=N1.[Cu+2].C(C)(C)(C)C1N(CCCC1C=1SC3=C(N1)C=CC(=C3)C(N[C@H]3CCOC1=CC=CC=C31)=O)C(=O)[O-] copper tetra(4-aminophenyl)porphyrin tert-butyl-3-(6-((S)-chroman-4-ylcarbamoyl)benzo[d]thiazol-2-yl)piperidine-1-carboxylate